(R)-1-(2-ethynylthiazol-4-yl)-3-(2-hydroxy-1-(2',3',4',5'-tetrahydro-[1,1'-biphenyl]-4-yl)-ethyl)-urea C(#C)C=1SC=C(N1)NC(=O)N[C@@H](CO)C1=CC=C(C=C1)C=1CCCCC1